2,9-dimethyl-hexadecanelactam CC1C(=O)NCCCCCCCC(CCCCCC1)C